ethyl 4-(3,4-difluoro-2-methoxy-phenyl)-2-ethyl-2-(trifluoromethyl)-3H-furan-5-carboxylate FC=1C(=C(C=CC1F)C=1CC(OC1C(=O)OCC)(C(F)(F)F)CC)OC